CON(C([C@@H](C)OC(C(F)(F)F)(C)C)=O)C (R)-N-Methoxy-N-methyl-2-((1,1,1-trifluoro-2-methylpropan-2-yl)oxy)propanamide